C(C1=CC=CC=C1)C=1NC(=NN1)C(=O)NC1=NC=NC(=C1)C1=C(C=CC(=C1)OCC1CCOCC1)Cl 5-benzyl-N-(6-(2-chloro-5-((tetrahydro-2H-pyran-4-yl)methoxy)phenyl)pyrimidin-4-yl)-4H-1,2,4-triazole-3-carboxamide